diammonium Ethylenediaminetetraacetic acid C(CN(CC(=O)O)CC(=O)O)N(CC(=O)O)CC(=O)O.[NH4+].[NH4+]